FC1=C(C=CC2=C1NC(=N2)C2=C(C=1C(NC2=O)=CN(N1)C)N[C@@H](C)C1=NC=CC=N1)C1CCOCC1 (S)-6-(7-fluoro-6-(tetrahydro-2H-pyran-4-yl)-1H-benzo[d]imidazol-2-yl)-2-methyl-7-((1-(pyrimidin-2-yl)ethyl)amino)-2H-pyrazolo[4,3-b]pyridin-5(4H)-one